COC1=CC=C(C=C1)COCCOCCCCCCCCCCCCCC#CC(F)(F)F 1-methoxy-4-[2-(16,16,16-trifluorohexadec-14-ynoxy)ethoxymethyl]benzene